C1(CCCCC1)C=1N=CC(=NC1)CN(C(=O)[C@@H]1N(CC1)S(=O)(=O)C1=CC(=C(C(=C1)F)F)F)C1=CC(=C(C(=O)O)C=C1)O (R)-4-(N-((5-cyclohexylpyrazin-2-yl)methyl)-1-((3,4,5-trifluorophenyl)sulfonyl)azetidine-2-carboxamido)-2-hydroxybenzoic acid